2-ethyl-4-ethynyl-3,5,6-trifluorobenzyl (1R)-cis-3-[(Z)-2-chloro-3,3,3-trifluoro-1-propenyl]-2,2-dimethylcyclopropanecarboxylate Cl\C(=C/[C@@H]1C([C@@H]1C(=O)OCC1=C(C(=C(C(=C1F)F)C#C)F)CC)(C)C)\C(F)(F)F